2-(3-(oxiran-2-ylmethyl)-2-oxoimidazolidin-1-yl)-4,6-bis(trifluoromethyl)phenyl (4-fluorophenyl)(methyl-d3)carbamate FC1=CC=C(C=C1)N(C(OC1=C(C=C(C=C1C(F)(F)F)C(F)(F)F)N1C(N(CC1)CC1OC1)=O)=O)C([2H])([2H])[2H]